2-methyl-6-(4-(4,4,5,5-tetramethyl-1,3-dioxaborolan-2-yl)phenoxy)pyridine CC1=NC(=CC=C1)OC1=CC=C(C=C1)B1OC(C(O1)(C)C)(C)C